FC=1C(=C(C=C(C1)F)NC(\C=C\C1=CC=C2CC(NC2=C1)=O)=O)C (E)-N-(3,5-difluoro-2-methylphenyl)-3-(2-oxoindolin-6-yl)acrylamide